4-(2,6-dichlorobenzoylamino)-1H-pyrazole-3-carboxylic acid ClC1=C(C(=O)NC=2C(=NNC2)C(=O)O)C(=CC=C1)Cl